FC1=C(C(=O)NOC)C=C(C(=C1)F)NC1=NC=NN2C1=C(C(=C2)C=2OC(=NN2)C(F)(F)F)C(C)C 2,4-Difluoro-5-[5-isopropyl-6-(5-trifluoromethyl-[1,3,4]oxadiazol-2-yl)-pyrrolo[2,1-f][1,2,4]triazin-4-ylamino]-N-methoxy-benzamide